C1CNCCC12OCCN(CC2)C(=O)OC(C)(C)C tert-butyl 7-oxa-3,10-diazaspiro[5.6]dodecane-10-carboxylate